4-Chloro-N-{(1S)-1-[1-(3-methylbutanoyl)-1,2,3,4-tetrahydrochinolin-6-yl]ethyl}benzamid ClC1=CC=C(C(=O)N[C@@H](C)C=2C=C3CCCN(C3=CC2)C(CC(C)C)=O)C=C1